NC1=NC=NN2C1=C(C=C2CC=NS(=O)C(C)(C)C)C=2C=NC1=CC=CC=C1C2 N-(2-(4-amino-5-(quinolin-3-yl)pyrrolo[2,1-f][1,2,4]triazin-7-yl)ethylidene)-2-methylpropane-2-sulfinamide